(3-Hydroxy-2-(hydroxycarbamoyl)pyridin-4-yl)carbamic acid tert-butyl ester C(C)(C)(C)OC(NC1=C(C(=NC=C1)C(NO)=O)O)=O